2-(2-Furyl)-2-methyl-propane-1,3-diol O1C(=CC=C1)C(CO)(CO)C